COC1CN(CC1)C=1OC2=C(N1)C=CC=C2 2-(3-Methoxypyrrolidin-1-yl)-1,3-benzoxazole